(S)-3-[N'-(3,5-difluorophenyl-α-hydroxyacetyl)-L-alaninyl]amino-2,3-dihydro-1-methyl-5-phenyl-1H-1,4-benzodiazepin-2-one FC=1C=C(C=C(C1)F)C(C(=O)N[C@@H](C)C(=O)N[C@@H]1C(N(C2=C(C(=N1)C1=CC=CC=C1)C=CC=C2)C)=O)O